4-fluoro-6-((triisopropylsilyl)ethynyl)isoindoline FC1=C2CNCC2=CC(=C1)C#C[Si](C(C)C)(C(C)C)C(C)C